N-(trans-3-(methoxymethyl)cyclobutyl)-5-(1,5-naphthyridin-2-yl)pyrrolo[2,1-f][1,2,4]triazin-2-amine COC[C@@H]1C[C@H](C1)NC1=NN2C(C=N1)=C(C=C2)C2=NC1=CC=CN=C1C=C2